5-(3-((1E,3E,5E,7Z)-3,7-dimethyl-9-oxo-9-(phenylamino)nona-1,3,5,7-tetraen-1-yl)-2,4,4-trimethylcyclohex-2-en-1-yl)pyrazine-2-carboxylic acid C/C(/C=C/C1=C(C(CCC1(C)C)C=1N=CC(=NC1)C(=O)O)C)=C\C=C\C(=C/C(NC1=CC=CC=C1)=O)\C